(S)-4-phenyl-2-oxazolethione C1(=CC=CC=C1)C=1NC(OC1)=S